BrC=1C(=C(SC1)NC(CN1C(CCC2=CC=CC=C12)=O)=O)C(=O)N 4-Bromo-2-(2-(2-oxo-3,4-dihydroquinolin-1(2H)-yl)acetamido)thiophene-3-carboxamide